CC1=C(C(=O)NCCN2CCOCC2)C=CC(=C1)NC=1N=CC2=C(N1)CN(CC2)C2=C(C1=C(OCCN1)N=C2)C 2-methyl-4-[(7-{8-methyl-1H,2H,3H-pyrido[2,3-b][1,4]oxazin-7-yl}-5H,6H,7H,8H-pyrido[3,4-d]pyrimidin-2-yl)amino]-N-[2-(morpholin-4-yl)ethyl]benzamide